[(9H-fluoren-9-ylmethoxy)carbonyl]-L-valyl-N-{4-[(2S)-2-amino-3-methoxy-3-oxopropyl]phenyl}-N5-carbamoyl-L-ornithinamide C1=CC=CC=2C3=CC=CC=C3C(C12)COC(=O)N[C@@H](C(C)C)C(=O)N[C@@H](CCCNC(N)=O)C(=O)NC1=CC=C(C=C1)C[C@@H](C(=O)OC)N